N-[3-(7-{[(3S,4R)-3-fluoro-1-methylpiperidin-4-yl]amino}-3-(2,2,2-trifluoroethyl)pyrazolo[1,5-a]pyridin-2-yl)prop-2-yn-1-yl]-1-(2-methoxy-2-methylpropyl)-1H-pyrazole-4-carboxamide F[C@H]1CN(CC[C@H]1NC1=CC=CC=2N1N=C(C2CC(F)(F)F)C#CCNC(=O)C=2C=NN(C2)CC(C)(C)OC)C